(S)-1-cyclopentyl-5-(2,6-dimethoxyphenyl)-N-(1-hydrazino-1-oxo-5-(piperidin-1-yl)pent-3-yl)-1H-pyrazole-3-carboxamide C1(CCCC1)N1N=C(C=C1C1=C(C=CC=C1OC)OC)C(=O)N[C@H](CC(=O)NN)CCN1CCCCC1